(S)-6-(3-fluoropyrrolidin-1-yl)quinoline-4-carboxylic acid tert-butyl ester C(C)(C)(C)OC(=O)C1=CC=NC2=CC=C(C=C12)N1C[C@H](CC1)F